N-(3-(N,S-dimethylsulfonimidoyl)phenyl)-3-(4-(trifluoromethoxy)phenoxy)-6-(trifluoromethyl)pyridazine-4-carboxamide CN=S(=O)(C)C=1C=C(C=CC1)NC(=O)C1=C(N=NC(=C1)C(F)(F)F)OC1=CC=C(C=C1)OC(F)(F)F